(4-(7-chloro-3-cyclohexyl-6-methyl-2-oxoindolin-3-yl)phenyl)boronic acid ClC=1C(=CC=C2C(C(NC12)=O)(C1CCCCC1)C1=CC=C(C=C1)B(O)O)C